N-(2-(4-((4-(2-acetyl-5-fluoro-1H-indol-3-yl)-1H-1,2,3-triazol-1-yl)methyl)piperidin-1-yl)ethyl)-4-(2,6-difluorophenyl)piperidine-1-sulfonamide C(C)(=O)C=1NC2=CC=C(C=C2C1C=1N=NN(C1)CC1CCN(CC1)CCNS(=O)(=O)N1CCC(CC1)C1=C(C=CC=C1F)F)F